(S)-4-benzyl-3-(((tert-butyldimethylsilyl)oxy)methyl)morpholine C(C1=CC=CC=C1)N1[C@@H](COCC1)CO[Si](C)(C)C(C)(C)C